ClCOC(N(CCC)C)=O Methyl-(propyl)carbamic acid chloromethyl ester